(S)-4-amino-N-(1-(methyl-amino)-1-oxo-3-phenylpropan-2-yl)benzamide Ethyl-3-(pentylamino)-1H-pyrrole-2-carboxylate Ethyl-3-amino-1H-pyrrole-2-carboxylate C(C)OC(=O)C=1NC=CC1N.C(C)OC(=O)C=1NC=CC1NCCCCC.NC1=CC=C(C(=O)N[C@H](C(=O)NC)CC2=CC=CC=C2)C=C1